N-nonanoyl-succinimide methyl-(2R)-5-{4-[2-(2-ethoxyethoxy)ethoxy]phenyl}-2-[(trifluoromethanesulfonyl)oxy]pentanoate COC([C@@H](CCCC1=CC=C(C=C1)OCCOCCOCC)OS(=O)(=O)C(F)(F)F)=O.C(CCCCCCCC)(=O)N1C(CCC1=O)=O